C(=O)OCCCCCCCCCCCC dodeca-1-yl formate